C1(CCC1)C=1C=C2C(=NN(C(C2=CC1)=O)CC(=O)OC)OC1CC1 methyl 2-(6-cyclobutyl-4-cyclopropoxy-1-oxophthalazin-2(1H)-yl)acetate